dodecyltrimethylammonium bromate Br(=O)(=O)[O-].C(CCCCCCCCCCC)[N+](C)(C)C